C(C1=CC=CC=C1)OC(=O)N1[C@H](CC[C@H](C1)NC=1C2=C(N=CN1)N(C=C2C2CCCC2)S(=O)(=O)C2=CC=CC=C2)C (2S,5R)-5-((5-cyclopentyl-7-(phenylsulfonyl)-7H-pyrrolo[2,3-d]pyrimidin-4-yl)amino)-2-methylpiperidine-1-carboxylic acid benzyl ester